P(=O)([O-])([O-])[O-].[Ca+2].[Ca+2] monocalcium calcium phosphate